The molecule is an L-glutamine derivative in which one of the side-chain amide hydrogens of L-glutamine has been replaced by a phospho group. It is a L-glutamine derivative and an organic phosphoramidate. C(CC(=O)NP(=O)(O)O)[C@@H](C(=O)O)N